4-bromo-1-(pyridin-3-yl)-1H-pyrrolo[2,3-b]pyridine BrC1=C2C(=NC=C1)N(C=C2)C=2C=NC=CC2